C=C(CCC)O 1-penten-2-ol